CC1=C(C(=O)N[C@H](C)C2=CC(=CC=C2)C=2SC(=CC2)CN2CCCC2)C=C(C=C1)OC1CCNCC1 (R)-2-methyl-5-(piperidin-4-yloxy)-N-(1-(3-(5-(pyrrolidin-1-ylmethyl)thiophen-2-yl)phenyl)ethyl)benzamide